S1C=C(C=C1)C(=O)NC1C(CC12CCC2)C(=O)O thiophene-3-carboxamidospiro[3.3]Heptane-2-carboxylic acid